FC1=CC2=C(N=CS2)C=C1N 6-fluoro-1,3-benzothiazol-5-amine